ClC1=CC=C2CC(C3(CCNCC3)C2=C1)O 6-chlorospiro[indan-1,4'-piperidin]-2-ol